2,4-dimethyl-2,4-diethylcyclobutane-1,3-diol CC1(C(C(C1O)(CC)C)O)CC